COC1=CC=C(C=C1)NC(=O)N1CCCCN2[C@@H]([C@@H]([C@@H]2C1)C1=CC=C(C=C1)C#CC1=CC=CC=C1)CNCC(F)(F)F (8R,9S,10S)-N-(4-methoxyphenyl)-9-(4-(phenylethynyl)phenyl)-10-(((2,2,2-trifluoroethyl)amino)methyl)-1,6-diazabicyclo[6.2.0]decane-6-carboxamide